[Mn].C1N(CC2C1CNC2)C(=O)C2=CC(=CC=C2)C=2N=C1N(C=CC=C1)C2 (hexahydropyrrolo[3,4-c]pyrrol-2(1H)-yl)(3-(imidazo[1,2-a]pyridin-2-yl)phenyl)methanone manganese